COC(C1=C(C(=CC(=C1)OC(C)=O)C)OC(C)=O)=O 2,5-diacetoxy-3-methylbenzoic acid methyl ester